4-(2,6-dimethyl-4-nitro-benzyl)-2-(trifluoromethyl)phenol CC1=C(CC2=CC(=C(C=C2)O)C(F)(F)F)C(=CC(=C1)[N+](=O)[O-])C